CC(=CCC/C(=C/CC/C(=C/CC/C(=C/CC/C(=C\\CC/C(=C\\CC/C(=C\\CC/C(=C\\CC/C(=C\\CC/C(=C\\CC/C(=C\\COP(=O)([O-])OP(=O)([O-])[O-])/C)/C)/C)/C)/C)/C)/C)/C)/C)/C)C The molecule is trianion of tri-trans,poly-cis-undecaprenyl diphosphate arising from deprotonation of the diphosphate OH groups; major species at pH 7.3. It is a conjugate base of a tri-trans,poly-cis-undecaprenyl diphosphate.